C(CCC)C1=NC=2C(=C(N=NC2N)C=2SC=CC2)N1CC1=CC=C(C=C1)OC 2-butyl-1-(4-methoxybenzyl)-7-(thiophen-2-yl)-1H-imidazo[4,5-d]pyridazin-4-amine